BrC1=CN=C(C(=N1)C(=O)N)N1CCC2(CC1)[C@@H](C1=C(N=CS1)C2)N[S@](=O)C(C)(C)C 6-Bromo-3-((S)-6-(((R)-tert-butylsulfinyl)amino)-4,6-dihydrospiro[cyclopenta[d]thiazole-5,4'-piperidine]-1'-yl)pyrazine-2-carboxamide